tert-Butyl ((R*)-3-chloro-1-((R*)-3,3-difluorocyclopentyl)-2-oxopropyl)carbamate ClCC([C@@H]([C@H]1CC(CC1)(F)F)NC(OC(C)(C)C)=O)=O |o1:3,4|